CN(C1CCC2=CC(=CC=C12)NC(C=C)=O)C1=CC=CC=C1 N-(1-(methyl-(phenyl)amino)-2,3-dihydro-1H-inden-5-yl)acrylamide